N-[(2-thioxo-1,2-dihydropyridin-3-yl)carbonyl]glycine ammonium dihydrogen phosphate iron sodium salt [Na].[Fe].P(=O)(O)(O)[O-].[NH4+].S=C1NC=CC=C1C(=O)NCC(=O)O